S(=O)(=O)([O-])[O-].[P+3].[Pd].S(=O)(=O)([O-])[O-].S(=O)(=O)([O-])[O-].[P+3] palladium (0) phosphorus sulfate